7-methyl-3-[6-(7-methyl-spiro[2H-benzofuran-3,1'-cyclopropan]-4-yl)oxy-3-pyridinyl]-1H-imidazo[4,5-b]pyridin-2-one CC1=C2C(=NC=C1)N(C(N2)=O)C=2C=NC(=CC2)OC2=CC=C(C1=C2C2(CC2)CO1)C